5-(4-aminophenyl)-5-azaspiro[2.4]heptane-6-one NC1=CC=C(C=C1)N1CC2(CC2)CC1=O